butyl 6-(4-(5-chloro-6-methyl-1-(tetrahydro-2H-pyran-2-yl)-1H-indazol-4-yl)-5-methyl-3-(3-methylpyridin-4-yl)-1H-pyrazol-1-yl)-2-azaspiro[3.3]heptane-2-carboxylate ClC=1C(=C2C=NN(C2=CC1C)C1OCCCC1)C=1C(=NN(C1C)C1CC2(CN(C2)C(=O)OCCCC)C1)C1=C(C=NC=C1)C